NC=1C=C2C(=CC(N(C2=CC1)C)=O)NC(C(=O)NCC)C 2-((6-Amino-1-methyl-2-oxo-1,2-dihydroquinolin-4-yl)amino)-N-ethylpropanamide